FC=1C=[NH+]C=CC1 3-fluoropyridin-1-ium